C(C)C=1C(=NC=NC1NC1=NNC(=C1)C)C 5-ethyl-4-methyl-6-((5-methyl-1H-pyrazol-3-yl)amino)pyrimidin